C(C=CCCCCCCC)=O deca-enealdehyde